5-amino-N-(4-(4-(difluoromethyl)-3-fluorophenyl)-5-fluorothiazol-2-yl)-3-methylpyridine-2-sulfonamide NC=1C=C(C(=NC1)S(=O)(=O)NC=1SC(=C(N1)C1=CC(=C(C=C1)C(F)F)F)F)C